N-(1-cyanocyclopropyl)propanamide C(#N)C1(CC1)NC(CC)=O